NCC1=C(C(=CN=N1)C1C(NC(CC1)=O)=O)F 3-(6-(Aminomethyl)-5-fluoropyridazin-4-yl)piperidine-2,6-dione